ClC=1C=C2C(=CC1Cl)N(C(C21CNCC1)=O)CC1=CC=C(C=C1)OC 5,6-dichloro-1-[(4-methoxyphenyl)methyl]spiro[indole-3,3-pyrrolidin]-2-one